N-(9-fluorenylmethoxycarbonyl)-trityl-L-asparagine C1=CC=CC=2C3=CC=CC=C3C(C12)COC(=O)N([C@@H](CC(N)=O)C(=O)O)C(C1=CC=CC=C1)(C1=CC=CC=C1)C1=CC=CC=C1